NC1=CC(=C2NC(CCCCCC(C3=NN=C(C1=N2)O3)(O)C(F)(F)F)CO)C(F)(F)F 17-amino-12-(hydroxymethyl)-6,15-bis(trifluoromethyl)-19-oxa-3,4,13,18-tetrazatricyclo[12.3.1.12,5]nonadeca-1(18),2,4,14,16-pentaen-6-ol